(11S)-hydroxy-tetradecanoic acid OC(C(=O)O)CCCCCCCCCCCC